((2r,3s,4r,5s)-5-(4-aminopyrrolo[2,1-f][1,2,4]triazin-7-yl)-2-cyano-3,4-dihydroxytetrahydrofuran-2-yl)methylisopentane NC1=NC=NN2C1=CC=C2[C@H]2[C@@H]([C@@H]([C@](O2)(C#N)CCCC(C)C)O)O